N1N=CC(=C1)C1=CC=C(C=C1)N1CCC(CC1)CN1C(CCC1)=O 1-((1-(4-(1H-pyrazol-4-yl)phenyl)piperidin-4-yl)methyl)pyrrolidin-2-one